C(=C)C1=CC2=C(C=NS2)C=C1 6-vinyl-1,2-benzothiazole